ClC=1C=C(C=CC1Cl)/C=C/C(=O)NNC(\C=C\C1=CC(=C(C=C1)F)F)=O (E)-3-(3,4-dichlorophenyl)-N'-((E)-3-(3,4-difluorophenyl)acryloyl)acrylohydrazide